ONC(C1=CC=C(C=C1)CN(S(=O)(=O)C=1C=NC=CC1)CC=1C=NC=CC1)=O N-hydroxy-4-((N-(pyridin-3-ylmethyl)pyridine-3-sulfonamido)methyl)benzamide